N-(2-((2-(dimethylamino)ethyl)(methyl)amino)-5-((6-(3-(3-(imidazo[1,2-a]pyridin-8-yl)phenyl)isoxazolidin-2-yl)pyrimidin-4-yl)amino)-4-methoxyphenyl)acrylamide CN(CCN(C1=C(C=C(C(=C1)OC)NC1=NC=NC(=C1)N1OCCC1C1=CC(=CC=C1)C=1C=2N(C=CC1)C=CN2)NC(C=C)=O)C)C